N-[2-(N-vinylbenzylamino)ethyl]-3-aminopropyltrimethoxysilane C(=C)N(CCNCCC[Si](OC)(OC)OC)CC1=CC=CC=C1